tert-Butyl (2-cyanoethyl)((1S,3r)-3-((4-(3-((2-((1S)-1-((tetrahydro-2H-pyran-2-yl)oxy)ethyl)-1H-imidazol-1-yl)methyl)isoxazol-5-yl)phenyl)ethynyl)cyclobutyl)carbamate C(#N)CCN(C(OC(C)(C)C)=O)C1CC(C1)C#CC1=CC=C(C=C1)C1=CC(=NO1)CN1C(=NC=C1)[C@H](C)OC1OCCCC1